2-(7-((2S,5R)-2,5-diethyl-4-(1-(3-fluoropyrazolo[1,5-a]pyrimidin-5-yl)ethyl)piperazin-1-yl)-4-methyl-5-oxo-4,5-dihydro-2H-pyrazolo[4,3-d]pyrimidin-2-yl)acetonitrile C(C)[C@@H]1N(C[C@H](N(C1)C(C)C1=NC=2N(C=C1)N=CC2F)CC)C=2C=1C(N(C(N2)=O)C)=CN(N1)CC#N